S1C=NC2=C1C(=CC=C2)C2=CC=C(C=C2)[C@@H](C(=O)NC)NC(=O)NC=2N=C(SC2)C#C (S)-2-(4-(Benzo[d]thiazol-7-yl)phenyl)-2-(3-(2-ethynylthiazol-4-yl)ureido)-N-methylacetamide